chloro-5-methoxy-1-methyl-3-(1H-pyrazol-4-yl)-2-(5-(trifluoromethyl)-4H-1,2,4-triazol-3-yl)-1H-indole ClC1=C2C(=C(N(C2=CC=C1OC)C)C1=NN=C(N1)C(F)(F)F)C=1C=NNC1